(R)-N-(3-(5-chloro-2-methoxyphenyl)-1-(2-hydroxy-2-methylbutyl)-1H-pyrazol-4-yl)pyrazolo[1,5-a]pyrimidine-3-carboxamide ClC=1C=CC(=C(C1)C1=NN(C=C1NC(=O)C=1C=NN2C1N=CC=C2)C[C@](CC)(C)O)OC